[4-(azetidine-3-yl)piperazin-1-yl]-cyclopropyl-methanone N1CC(C1)N1CCN(CC1)C(=O)C1CC1